(2R,3S,4S,5R)-N-(2-Aminopyrimidin-5-yl)-3-(3,4-difluoro-2-methoxyphenyl)-4,5-dimethyl-5-(trifluoromethyl)tetrahydrofuran-2-carboxamide NC1=NC=C(C=N1)NC(=O)[C@@H]1O[C@]([C@H]([C@H]1C1=C(C(=C(C=C1)F)F)OC)C)(C(F)(F)F)C